BrC1=C(N(C=2N=CN=C(C21)Cl)C21CCC(CC2)(C1)NC(OC(C)(C)C)=O)C(OCC)OCC tert-butyl (4-(5-bromo-4-chloro-6-(diethoxymethyl)-7H-pyrrolo[2,3-d]pyrimidin-7-yl)bicyclo[2.2.1]heptan-1-yl)carbamate